N-(4-bromo-3-methylphenyl)-5-(indolin-1-ylsulfonyl)-2-methoxybenzamide BrC1=C(C=C(C=C1)NC(C1=C(C=CC(=C1)S(=O)(=O)N1CCC2=CC=CC=C12)OC)=O)C